C(=O)O.C(#N)C=1C(=NC=C(C1C1=CC(=C(C=C1)C#N)F)C1=CC(=C(C=C1)O)OC)N1CCC(CC1)N(C)CC1=CC=C(C=C1)/C=C/C(=O)NO (E)-3-(4-(((1-(3-Cyano-4-(4-cyano-3-fluorophenyl)-5-(4-hydroxy-3-methoxyphenyl)pyridin-2-yl)piperidin-4-yl)(methyl)amino)methyl)phenyl)-N-hydroxyacryl-amide formate